1-(2-ethoxy-ethyl)-3-methyl-1H-pyrazol C(C)OCCN1N=C(C=C1)C